NC1=CC=C(C(=N1)N1N=CC(=C1C(F)(F)F)C(=O)NC=1C=NC(=C(C1)C#N)N1N=CC=N1)C 1-(6-amino-3-methylpyridin-2-yl)-N-(5-cyano-6-(2H-1,2,3-triazol-2-yl)pyridin-3-yl)-5-(trifluoromethyl)-1H-pyrazole-4-carboxamide